5-(2'-methoxy-4'-methyl-3,4,5,6-tetrahydro-2H-[1,3']bipyridinyl-4-yl)-2-methyl-7-[(R)-1-(2-trifluoromethyl-phenyl)-ethyl]-2,4,5,7-tetrahydro-pyrazolo[3,4-d]pyrimidin-6-one COC1=NC=CC(=C1N1CCC(CC1)N1C(N(C=2C(C1)=CN(N2)C)[C@H](C)C2=C(C=CC=C2)C(F)(F)F)=O)C